OC1=C(C=CC=C1)C1=CC=C(N=N1)N(C(OC(C)(C)C)=O)C tert-butyl (6-(2-hydroxyphenyl)pyridazin-3-yl)(methyl)carbamate